COC1=C(C=C(C=C1)N1C(CCC1)=O)S(=O)(=O)N 2-methoxy-5-(2-oxopyrrolidin-1-yl)benzenesulfonamide